4-(azidomethyl)-3-chlorobenzonitrile N(=[N+]=[N-])CC1=C(C=C(C#N)C=C1)Cl